C(CCCCCCCCCCCCCCCCCCC)(=O)[O-].[Al+3].C(CCCCCCCCCCCCCCCCCCC)(=O)[O-].C(CCCCCCCCCCCCCCCCCCC)(=O)[O-] aluminum arachidate